C(CCCCCCCCCCCCCCCCCCC)(=O)OC[C@@H](OC(CCCCCCCCCCCCCCCCCCC)=O)COP(=O)(O)OCC[N+](C)(C)C 1,2-bis-eicosanoyl-sn-glycero-3-phosphorylcholine